(Methyl(4'-methyl-[1,1'-biphenyl]-3-yl)amino)-[1,2,4]triazolo[4,3-a]quinazoline-8-carbaldehyde CN(C=1C=C(C=CC1)C1=CC=C(C=C1)C)C1=NN=C2N1C1=CC(=CC=C1C=N2)C=O